1-(8-(piperidin-4-yl)imidazo[1,2-a]pyridin-3-yl)dihydropyrimidine-2,4(1H,3H)-dione N1CCC(CC1)C=1C=2N(C=CC1)C(=CN2)N2C(NC(CC2)=O)=O